NC=1C=C(C=CC1O)CC#N 2-(3-amino-4-hydroxyphenyl)acetonitrile